Gadolinium (III) 2,5,8,11-tetraazadodecane-1-carboxylate hydrate O.C(NCCNCCNCCNC)C(=O)[O-].[Gd+3].C(NCCNCCNCCNC)C(=O)[O-].C(NCCNCCNCCNC)C(=O)[O-]